10,10-dibutyloxy-3-acetyloxydecane C(CCC)OC(CCCCCCC(CC)OC(C)=O)OCCCC